[N+](=O)([O-])C1=C(C)C(=CC=C1)[N+](=O)[O-] 2,6-dinitrotoluene